ethyl-(2R,4S)-4-{[3,5-bis(trifluoromethyl) benzyl]-[5-(3-carboxypropoxy) pyrimidin-2-yl] amino}-2-ethyl-6-trifluoromethyl-3,4-dihydro-2H-quinoline-1-carboxylate hydrochloride Cl.C(C)OC(=O)N1[C@@H](C[C@@H](C2=CC(=CC=C12)C(F)(F)F)N(C1=NC=C(C=N1)OCCCC(=O)O)CC1=CC(=CC(=C1)C(F)(F)F)C(F)(F)F)CC